4-(3-((2R,5S)-1-acetyl-4-((Z)-3-chloroacryloyl)-5-(methoxymethyl)piperazin-2-yl)-5-chlorophenyl)-N-methyl-picolinamide C(C)(=O)N1[C@@H](CN([C@@H](C1)COC)C(\C=C/Cl)=O)C=1C=C(C=C(C1)Cl)C1=CC(=NC=C1)C(=O)NC